[Ir].C1(=CC=CC=C1)C=1SC2=C(N1)C=CC=C2.C2(=CC=CC=C2)C=2SC1=C(N2)C=CC=C1 bis(2-phenylbenzothiazole) Iridium